C(C)C1=CCCC=C1 2-ethyl-1,3-cyclohexadiene